(S)-N-(3-Chloro-2,4-difluorophenyl)-N-methyl-2-oxo-3-(4-(trifluoromethyl)isoxazolo[5,4-b]pyridin-6-yl)imidazolidine-4-carboxamide ClC=1C(=C(C=CC1F)N(C(=O)[C@H]1N(C(NC1)=O)C1=CC(=C2C(=N1)ON=C2)C(F)(F)F)C)F